3-benzyl-3-hydroxy-9,9-dimethyl-8-oxo-1-oxaspiro[4.5]dec-6-ene-7-carbonitrile C(C1=CC=CC=C1)C1(COC2(C1)C=C(C(C(C2)(C)C)=O)C#N)O